(5S)-8-Chloro-N-(4-fluorobenzyl)-N-methyl-1-[trans-4-(pyridin-2-yloxy)cyclohexyl]-5,6-dihydro-4H-[1,2,4]triazolo[4,3-a][1]benzazepin-5-amin ClC=1C=CC2=C(C[C@@H](CC=3N2C(=NN3)[C@@H]3CC[C@H](CC3)OC3=NC=CC=C3)N(C)CC3=CC=C(C=C3)F)C1